C(C)N([C@H]1CN(CC1)C(=O)C=1C=C(CC2=NNC(C3=CC=CC=C23)=O)C=CC1F)C1=NC=CC=N1 (R)-4-(3-(3-(ethyl(pyrimidin-2-yl)amino)pyrrolidine-1-carbonyl)-4-fluorobenzyl)phthalazin-1(2H)-one